2-[6-[(4aS,8aR)-6-isopropyl-3,4a,5,7,8,8a-hexahydro-2H-pyrido[4,3-b][1,4]oxazin-4-yl]-4-methyl-pyridazin-3-yl]-5-methyl-phenol C(C)(C)N1C[C@H]2[C@H](OCCN2C2=CC(=C(N=N2)C2=C(C=C(C=C2)C)O)C)CC1